(Sa)-6-(5-Chloro-1-((2-fluoro-[1,1'-biphenyl]-4-yl)methyl)-1H-indazole-7-carboxamido)spiro[3.3]heptane-2-carboxylic acid ClC=1C=C2C=NN(C2=C(C1)C(=O)NC1CC2(CC(C2)C(=O)O)C1)CC1=CC(=C(C=C1)C1=CC=CC=C1)F